BrCCCCCCCC(=O)OC(CCCCCCCCC)CCCCCCC 1-heptyldecyl 8-bromooctanoate